C(CCCCC)C(C=O)CCCCCCCC 2-hexyl-decanal